C(C)OC(CC(=O)N(C1=C(CC(C1)C)C(=O)OC)C)=O methyl 2-[(3-ethoxy-3-oxo-propanoyl)-methyl-amino]-4-methyl-cyclopentene-1-carboxylate